8-(((1S,2S,3S,4R)-2,3-dihydroxy-4-(4-methyl-7H-pyrrolo[2,3-d]pyrimidin-7-yl)cyclopentyl)oxy)-3,4-dihydro-2,7-naphthyridine-2(1H)-carboxylic acid tert-butyl ester C(C)(C)(C)OC(=O)N1CC2=C(N=CC=C2CC1)O[C@@H]1[C@H]([C@H]([C@@H](C1)N1C=CC2=C1N=CN=C2C)O)O